3-(3-fluoroazetidin-1-yl)-7-methylbenzo[4,5]imidazo[1,2-a]pyridine FC1CN(C1)C1=CC=2N(C=C1)C1=C(N2)C=C(C=C1)C